N,N-dimethyl-3-((2-(pyrimidin-4-yl)imidazo[1,2-a]pyrazin-3-yl)amino)benzamide CN(C(C1=CC(=CC=C1)NC1=C(N=C2N1C=CN=C2)C2=NC=NC=C2)=O)C